diethyl (2-(4-((4-((1-(4-methoxybenzyl)-1H-indazol-6-yl)oxy)-3-methylphenyl)amino)-5,8-dihydropyrido[4',3':4,5]thieno[2,3-d]pyrimidin-7(6H)-yl)-2-oxoethyl)phosphonate COC1=CC=C(CN2N=CC3=CC=C(C=C23)OC2=C(C=C(C=C2)NC=2C3=C(N=CN2)SC2=C3CCN(C2)C(CP(OCC)(OCC)=O)=O)C)C=C1